Boc-1,2,4-triazole C(=O)(OC(C)(C)C)C1=NNC=N1